C1CC12COCC[C@H]2N2N=C1N=C(C=NC1=C2)C2=C(C=C(C=C2C)C(F)(F)F)O (R)-2-(2-(5-oxaspiro[2.5]octan-8-yl)-2H-pyrazolo[3,4-b]pyrazin-6-yl)-3-methyl-5-(trifluoromethyl)phenol